C(C)OC1=NC=C(C=C1C=1NC(C=2C(N1)=C(N(N2)CCOC)CC)=O)S(=O)(=O)N2CCN(CC2)CC 5-[2-ethoxy-5-(4-ethylpiperazin-1-ylsulfonyl)pyridin-3-yl]-3-ethyl-2-[2-methoxyethyl]-2,6-dihydro-7H-pyrazolo[4,3-d]pyrimidin-7-one